FC(C(=O)O)(F)F.NCC1=NN=C(O1)C1=CC=C(C=C1)N[C@@H]1C[C@@H](N(C2=CC=CC=C12)C(CC)=O)C 1-[(2S,4R)-4-({4-[5-(aminomethyl)-1,3,4-oxadiazol-2-yl]phenyl}amino)-2-methyl-3,4-dihydroquinolin-1(2H)-yl]propan-1-one trifluoroacetate